(6S,8R)-2-chloro-N-(5-chloro-6-(2H-1,2,3-triazol-2-yl)pyridin-3-yl)-8-methyl-8-(1-methyl-1H-pyrazol-3-yl)-7,8-dihydro-6H-cyclopenta[e]pyrazolo[1,5-a]pyrimidine-6-carboxamide ClC1=NN2C(N=CC3=C2[C@@](C[C@@H]3C(=O)NC=3C=NC(=C(C3)Cl)N3N=CC=N3)(C3=NN(C=C3)C)C)=C1